13-bromo-20-fluoro-4,14,19-trimethoxy-16,16-dioxo-9-oxa-16λ6-thia-17-azatetracyclo[16.3.1.111,15.02,7]tricosa-1(21),2(7),3,5,11,13,15(23),18(22),19-nonaen-10-one BrC=1C=C2C(OCC=3C=CC(=CC3C3=CC(=C(C(NS(C(C1OC)=C2)(=O)=O)=C3)OC)F)OC)=O